1-(bromomethyl)-2,2-difluoro-3-phenylbicyclo[1.1.1]pentane BrCC12C(C(C1)(C2)C2=CC=CC=C2)(F)F